1,4,5-trihydroxy-2-pentanone OCC(CC(CO)O)=O